COC1=C(C=CC(=N1)C=1C=NC(=NC1)C(=O)O)NC(=O)C=1C(=NOC1C)C1=CC=CC=C1 5-[6-Methoxy-5-[(5-methyl-3-phenyl-isoxazole-4-carbonyl)amino]-2-pyridyl]pyrimidine-2-carboxylic acid